5-bromo-4-fluoro-1H-indazole BrC=1C(=C2C=NNC2=CC1)F